[N+](=O)([O-])C1=CC=C(C=C1)OC(O)=O.C(CC)OC(C)OCC=1C=C(C=C)C=CC1 m-(1-n-propoxyethoxy)methylstyrene (4-Nitrophenyl)carbonat